S1C=NC(=C1C(=O)N)C(=O)N thiazole-4,5-dicarboxamide